BrC1=CC=CC=2N(C(NC21)=O)[C@H]2CC[C@H](CC2)C(=O)NC2=CC=C(C(=O)N)C=C2 4-[cis-4-(4-bromo-2-oxo-2,3-dihydro-1H-1,3-benzodiazol-1-yl)cyclohexanamido]benzamide